N[C@H](C(=O)N[C@H](C(=O)N)CCCNC(=O)N)C(C)C (S)-2-((S)-2-amino-3-methylbutanamido)-5-ureidopentanamide